C1(CCCCC1)C(=O)N1CC(CCC1)C=O (1-(cyclohexylcarbonyl)piperidin-3-yl)methanone